C(C)OC[C@]1(CN(CC1)C(=O)OC(C)(C)C)CCC1=CSC(=C1)C tert-butyl (R)-3-(ethoxymethyl)-3-(2-(5-methylthiophen-3-yl)ethyl)pyrrolidine-1-carboxylate